N1N=C(C=C1)C(=O)N (-)-diazolamide